Tert-Butyl 3-((6-((5-methylthiazol-2-yl)amino)-4-(pyridin-3-ylmethyl)pyridin-2-yl)amino)piperidine-1-carboxylate CC1=CN=C(S1)NC1=CC(=CC(=N1)NC1CN(CCC1)C(=O)OC(C)(C)C)CC=1C=NC=CC1